(2R-4R)-N-((S)-1-(((6-Carbamimidoylpyridin-3-yl)methyl)amino)-1-oxopropan-2-yl)-4-phenylpyrrolidine-2-carboxamide di-trifluoroacetate salt FC(C(=O)O)(F)F.FC(C(=O)O)(F)F.C(N)(=N)C1=CC=C(C=N1)CNC([C@H](C)NC(=O)[C@@H]1NC[C@H](C1)C1=CC=CC=C1)=O